8-((3-Butylnonyl)oxy)-8-oxooctanoic acid C(CCC)C(CCOC(CCCCCCC(=O)O)=O)CCCCCC